C(CCC)NCCO 2-(Butylamino)ethanol